(1-(2-(2-aminoethyl)thiazol-4-yl)cyclopropyl)methanol NCCC=1SC=C(N1)C1(CC1)CO